COC1=C(C=C(C=C1)C=1SC(=C(N1)C(C)SC1=NC(=CC(=N1)N)N)C)OCCN1CCOCC1 2-(1-(2-(4-methoxy-3-(2-morpholinoethoxy)phenyl)-5-methylthiazol-4-yl)ethylthio)pyrimidine-4,6-diamine